glycidyl methacrylate ((oxiran-2-yl)methyl 2-methyl prop-2-enoate) O1C(C1)CC=C(C(=O)O)C.C(C(=C)C)(=O)OCC1CO1